7-(2-amino-7-fluorobenzo[d]thiazol-4-yl)-6-chloro-8-fluoro-4-(piperazin-1-yl)quinolin NC=1SC2=C(N1)C(=CC=C2F)C2=C(C=C1C(=CC=NC1=C2F)N2CCNCC2)Cl